C(C)(C)(C)OC(C=1C(O)=CC=C(O)C1)=O Gentisic acid tert-butyl ester